[Cl-].C(CCCCCCC)[P+](CCC[Si](C)(C)Cl)(CCCCCCCC)CCCCCCCC trioctyl{3-(chlorodimethylsilyl)propyl}phosphonium chloride